C(C)(=O)O[C@@H]1COC([C@@H]1OC(C)=O)Cl (2R,3R,4R)-3,4-diacetoxy-5-chlorotetrahydrofuran